C1(=CC=CC=C1)SCCC 3-(phenylthio)propan